5-(3-(cyclopentylethynyl)phenoxy)-1H-1,2,3-triazole-4-carboxylic acid C1(CCCC1)C#CC=1C=C(OC2=C(N=NN2)C(=O)O)C=CC1